CN(C1=CC=C(C=C1)C1=NOC(=C1)NC1=NC(=NC=C1)N1CCC(CC1)F)C 3-(4-(dimethylamino)phenyl)-N-(2-(4-fluoropiperidin-1-yl)pyrimidin-4-yl)isoxazol-5-amine